OC1CNCCN(C1)C1=CC=C(C=N1)C1C(NC(CC1)=O)=O 3-(6-(6-hydroxy-1,4-diazepan-1-yl)pyridin-3-yl)piperidine-2,6-dione